FC(S(=O)(=O)OC1=CC(N(C=2N=C(N=CC21)S(=O)(=O)C)C2=C(C=C(C=C2)OC)OC)=O)(F)F 8-(2,4-dimethoxyphenyl)-2-methanesulfonyl-7-oxopyrido[2,3-d]pyrimidin-5-yl trifluoromethanesulfonate